NC(CCCCN(CC=1C=C(C=C(C1)F)CC(C(=O)O)C1CNCC1)CC=1C=C(C=C(C1)F)CC(C(=O)O)C1CNCC1)C(=O)O 3,3'-((((5-amino-5-carboxypentyl)azanediyl)bis(methylene))bis(5-fluoro-3,1-phenylene))bis(2-(pyrrolidin-3-yl)propanoic acid)